2-((1-methylpiperidin-4-yl)ethynyl)thiazole CN1CCC(CC1)C#CC=1SC=CN1